CC1NCCC(C1COC1=CC=C2CNC(C2=C1)=O)C1=CC(=CC=C1)SC (+/-)-6-{[(trans,trans)-2-methyl-4-[3-(methylsulfanyl)phenyl]piperidin-3-yl]methoxy}-2,3-dihydro-1H-isoindol-1-one